[P].N1=NC=CC=C1 diazine phosphorus